ethyl-bis-(3-hexyl)phosphine C(C)P(C(CC)CCC)C(CC)CCC